(S,Z)-tert-butyl (4-(5-(2-(5-chloropyridin-2-yl)-2-fluorovinyl)-2-fluorophenyl)-4-methyl-4H-1,3-thiazin-2-yl)((2-(trimethylsilyl)ethoxy)methyl)carbamate ClC=1C=CC(=NC1)/C(=C/C=1C=CC(=C(C1)[C@]1(N=C(SC=C1)N(C(OC(C)(C)C)=O)COCC[Si](C)(C)C)C)F)/F